O=C1NC(CCC1C=1C(=NC2=CC(=CC=C2C1)CN(C(O)=O)C1=CC(=C(C=C1)C)Cl)C)=O.N1C[C@@H](CC1)NC(C)=O N-[(3R)-pyrrolidin-3-yl]acetamide (3-(2,6-Dioxopiperidin-3-yl)-2-methylquinolin-7-yl)methyl-(3-chloro-4-methylphenyl)carbamate